COC(=O)C=1C(N(C=C(C1)F)C)=O.OCC1CCN(CC1)C1=NC=CC(=C1)C=1C=NC(=CC1)NC(CC=1C=C(C=CC1)C)=O N-(2'-(4-(hydroxymethyl)piperidin-1-yl)-[3,4'-bipyridin]-6-yl)-2-(m-tolyl)acetamide Methyl-5-fluoro-1-methyl-2-oxo-1,2-dihydropyridine-3-carboxylate